OCCNC(OC1CCCCC1)=O cyclohexyl (2-hydroxyethyl)carbamate